3-phenyl-bromopropane C1(=CC=CC=C1)CCCBr